S(C1=C(C(=CC(=C1)C)C(C)(C)C)O)C1=C(C(=CC(=C1)C)C(C)(C)C)O 2,2'-thiobis-[4-methyl-6-tert-butylphenol]